C(C1=CC=CC=C1)[C@@H]1CN(CCN1C1=NC=C2C(=N1)N(N=C2C2=C(C(=C(C(=C2)C(F)(F)F)F)O)F)C)C(CC)=O (R)-1-(3-Benzyl-4-(3-(2,4-difluoro-3-hydroxy-5-(trifluoromethyl)phenyl)-1-methyl-1H-pyrazolo[3,4-d]pyrimidin-6-yl)piperazin-1-yl)propan-1-one